1,3,5,7-tetramethyladamantane CC12CC3(CC(CC(C1)(C3)C)(C2)C)C